COC(C(C)C1=CN=C(C2=CN=C(C=C12)Cl)N1[C@@H](CC1)C)=O 2-(6-chloro-1-((R)-2-methylazetidin-1-yl)-2,7-naphthyridin-4-yl)propionic acid methyl ester